C(C)(C)(C)C1=CC(=NO1)C(C(=O)N)C(=O)N (5-(tert-butyl)isoxazol-3-yl)malonamide